bis-[4-(3,4-dicarboxyphenoxy)phenyl]methane C(=O)(O)C=1C=C(OC2=CC=C(C=C2)CC2=CC=C(C=C2)OC2=CC(=C(C=C2)C(=O)O)C(=O)O)C=CC1C(=O)O